1-(4-((2,6-dioxopiperidin-3-yl)carbamoyl)-3-methoxyphenyl)piperidine O=C1NC(CCC1NC(=O)C1=C(C=C(C=C1)N1CCCCC1)OC)=O